N-acetyl-O-(3-chloro-2-propenyl)hydroxylamine C(C)(=O)NOCC=CCl